N-((4-((5-chloropyridin-2-yl)oxy)-3-methylphenyl)carbamoyl)-3-methoxybicyclo[1.1.1]pentane-1-carboxamide ClC=1C=CC(=NC1)OC1=C(C=C(C=C1)NC(=O)NC(=O)C12CC(C1)(C2)OC)C